C(C)(C)(C)OOCCC[Si](OC)(OC)OC t-butyl-peroxypropyl-trimethoxysilane